C(C=C)(=O)N1CC(CC1)C=1C=C(N2C=NC=CC21)C2=CC=C(OC=1C=C(C#N)C=CN1)C=C2 2-(4-(5-(1-acryloylpyrrolidin-3-yl)pyrrolo[1,2-c]pyrimidin-7-yl)phenoxy)isonicotinonitrile